N-(4-aminobenzyl)acrylamide tert-butyl-(3S,4S)-4-fluoro-3-[[5-fluoro-4-[6-(oxetan-3-yl)imidazo[1,2-a]pyrazin-3-yl]pyrimidin-2-yl]amino]piperidine-1-carboxylate C(C)(C)(C)OC(=O)N1C[C@@H]([C@H](CC1)F)NC1=NC=C(C(=N1)C1=CN=C2N1C=C(N=C2)C2COC2)F.NC2=CC=C(CNC(C=C)=O)C=C2